N1=C2C(=CC=C1)C1=CN=C(CC1=N2)N pyrrolo[2,3-b:4,5-c']dipyridin-7-amine